N,N-dimethylformamide ammonium [NH4+].CN(C=O)C